O1C(=NN=C1)C=1N=C2N(C=3NC(C=C(C3C=C2)C(F)(F)F)=O)C1 8-(1,3,4-oxadiazol-2-yl)-4-(trifluoromethyl)imidazo[1,2-a]-1,8-naphthyridin-2(1H)-one